4-bromophenylcyclobutanone BrC1=CC=C(C=C1)C1C(CC1)=O